ClC1=CC=C(C2=C1C=CO2)COC2=C(C=CC(=N2)C2CCN(CC2)C(=O)OC(C)(C)C)F tert-butyl 4-(6-((4-chlorobenzofuran-7-yl)methoxy)-5-fluoropyridin-2-yl)piperidine-1-carboxylate